2-(((1-(3-amino-5-methoxyphenyl)ethylidene)amino)oxy)-2-methylpropanenitrile NC=1C=C(C=C(C1)OC)C(C)=NOC(C#N)(C)C